FC=1C(=C(C=CC1F)C1CCN(CC1)C(=O)C1=NNC2=C1CN(CC2)CCOC)C(F)(F)F (4-(3,4-difluoro-2-(trifluoromethyl)phenyl)piperidin-1-yl)(5-(2-methoxyethyl)-4,5,6,7-tetrahydro-1H-pyrazolo(4,3-c)pyridin-3-yl)methanone